5-[[(7R)-3-cyclopropyl-5-[(2-fluoro-2-methylpropyl)sulfamoyl]-7,8-dihydro-6H-cyclopenta[g]isoquinolin-7-yl]amino]-N-propan-2-ylpyridine-2-carboxamide C1(CC1)C=1N=CC2=CC3=C(C(=C2C1)S(NCC(C)(C)F)(=O)=O)C[C@@H](C3)NC=3C=CC(=NC3)C(=O)NC(C)C